4-[5-(trifluoromethyl)-1,2,4-oxadiazol-3-yl]benzoic acid FC(C1=NC(=NO1)C1=CC=C(C(=O)O)C=C1)(F)F